CN1CCC2(CN(C2)C=2N=NC(=CN2)C2=C(C=C(C=C2)C=2OC=CN2)O)CC1 2-[3-(7-methyl-2,7-diazaspiro[3.5]non-2-yl)-1,2,4-triazin-6-yl]-5-(1,3-oxazol-2-yl)phenol